6-bromo-2-methyl-N-[(1R)-1-phenylethyl]quinazolin-4-amine BrC=1C=C2C(=NC(=NC2=CC1)C)N[C@H](C)C1=CC=CC=C1